C1=CC=CC=2C3=CC=CC=C3C3(C12)C1=CC=CC=C1N(C=1C=CC=CC13)CCOP(O)(O)=O (2-(10H-spiro[acridin-9,9'-fluoren]-10-yl)ethyl)phosphoric acid